3-methyl-N-(4-methyl-6-(1-methyl-1H-pyrazol-5-yl)pyridin-3-yl)-1-(tetrahydro-2H-pyran-4-yl)-1H-pyrazolo[3,4-d]pyrimidin-6-amine CC1=NN(C2=NC(=NC=C21)NC=2C=NC(=CC2C)C2=CC=NN2C)C2CCOCC2